CS(=O)(=O)OC1CC2(C1)CC(C2)NC(=O)N[C@H](C)C2=CC(=NC=C2)OC(F)F |r| (±)-6-(3-(1-(2-(difluoromethoxy)pyridin-4-yl)ethyl) ureido)spiro[3.3]heptan-2-yl methanesulfonate